2-(2-(cyclopropanesulfonylamino)thiazol-4-yl)-N-(4-(pyrimidin-5-yl)phenyl)acetamide C1(CC1)S(=O)(=O)NC=1SC=C(N1)CC(=O)NC1=CC=C(C=C1)C=1C=NC=NC1